CN(C1CN2C(OC1)=C(C=N2)S(=O)(N)=NC(NC2=C1CCCC1=C(C=1CCCC21)F)=O)C 6-(dimethylamino)-N'-((8-fluoro-1,2,3,5,6,7-hexahydro-s-indacen-4-yl)carbamoyl)-6,7-dihydro-5H-pyrazolo[5,1-b][1,3]oxazine-3-sulfonimidamide